(S)-N-((R)-1-(6,7-difluoro-4-oxo-3-((2-(trimethylsilyl)ethoxy)methyl)-3,4-dihydrophthalazin-1-yl)ethyl)-N,2-dimethylpropane-2-sulfinamide FC=1C=C2C(N(N=C(C2=CC1F)[C@@H](C)N([S@@](=O)C(C)(C)C)C)COCC[Si](C)(C)C)=O